FC(C(C(F)(F)F)(C(F)(F)F)[B-](C(C(F)(F)F)(C(F)(F)F)C(F)(F)F)(C(C(F)(F)F)(C(F)(F)F)C(F)(F)F)C(C(F)(F)F)(C(F)(F)F)C(F)(F)F)(F)F.[Na+] sodium tetra(nonafluoro tertbutyl)borate